C(C)(C)(C)[NH+]1CN(C2=C1C=CC=C2)C(C)(C)C 1,3-ditertButyl-1H-benzimidazolium